CC1=CC=C(C=C1)C(C)C para-methyl-cumene